BrC1=C(C=NC=C1)OC[C@@H]1N(CCC1)C(=O)OC(C)(C)C tert-butyl (2R)-2-{[(4-bromopyridin-3-yl)oxy]methyl}pyrrolidine-1-carboxylate